(S)-(5-azaspiro[2.4]heptane-7-yl)carbamic acid tert-butyl ester C(C)(C)(C)OC(N[C@@H]1CNCC12CC2)=O